methyl 5-(4-hydroxyphenyl)-3-methylisoxazole-4-carboxylate OC1=CC=C(C=C1)C1=C(C(=NO1)C)C(=O)OC